pentyluridine C(CCCC)[C@@]1([C@H](O)[C@H](O)[C@@H](CO)O1)N1C(=O)NC(=O)C=C1